BrCCCOCCCCCCCCCCCCCCCC 1-bromo-3-hexadecyloxypropane